1-(5-Fluoro-1-methyl-6-(1-(3-((4-((5-(trifluoromethyl)pyrimidin-2-yl)amino)piperidin-1-yl)sulfonyl)benzyl)piperidin-4-yl)-1H-indazol-3-yl)dihydropyrimidine-2,4(1H,3H)-dione FC=1C=C2C(=NN(C2=CC1C1CCN(CC1)CC1=CC(=CC=C1)S(=O)(=O)N1CCC(CC1)NC1=NC=C(C=N1)C(F)(F)F)C)N1C(NC(CC1)=O)=O